C(C)(C)(C)OC(=O)N1CC2=C(CC1)N=C(S2)C=2C(=C(C=CC2)C2=C(C(=CC=C2)OCCCN2CCC1(CCOCC1)CC2)C)C 2-(3'-(3-(3-oxa-9-azaspiro[5.5]undecan-9-yl)propoxy)-2,2'-dimethyl-[1,1'-biphenyl]-3-yl)-6,7-dihydrothiazolo[5,4-c]pyridine-5(4H)-carboxylic acid tert-butyl ester